C=C(C)C1=CC=CC=C1 prop-1-en-2-yl-benzene